Methyl 1-[4-chloro-2-(2-fluorobenzoyl)phenyl]-5-[(methanesulfonyloxy)methyl]-1H-1,2,3-triazole-4-carboxylate ClC1=CC(=C(C=C1)N1N=NC(=C1COS(=O)(=O)C)C(=O)OC)C(C1=C(C=CC=C1)F)=O